bismuth silicon germanium [Ge].[Si].[Bi]